C(C)(C)N1N=C(C=C1C1[C@H]2CC(C[C@@H]12)N1CC2(CS(C2)(=O)=O)CC1)C1CCC(CC1)C(F)(F)F 6-((1R,3S,5S,6r)-6-(1-Isopropyl-3-((1r,4R)-4-(trifluoromethyl)cyclohexyl)-1H-pyrazol-5-yl)bicyclo[3.1.0]hexan-3-yl)-2-thia-6-azaspiro[3.4]octane 2,2-dioxide